ClC=1C=C(C=CC1)C#C\C=C/1\C(CN(CC1)C(=O)N(C)C)(C)C (4E)-4-[3-(3-chlorophenyl)prop-2-yn-1-ylidene]-N,N,3,3-tetramethylpiperidine-1-carboxamide